(E)-4-(4-(2-(3-methylbenzylidene)hydrazinyl)-1-(pyridin-2-yl)-1H-pyrazolo[3,4-d]pyrimidin-6-yl)morpholine CC=1C=C(\C=N\NC2=C3C(=NC(=N2)N2CCOCC2)N(N=C3)C3=NC=CC=C3)C=CC1